1-benzyl-8-methyl-1,4,8-triazaspiro-[4.5]-decan-2-one monohydrochloride Cl.C(C1=CC=CC=C1)N1C(CNC12CCN(CC2)C)=O